3-[(3-chloro-2-methoxyphenyl)amino]-2-(7-methoxy-6-{[1-(prop-2-enoyl)piperidin-4-yl]oxy}-1,5-naphthyridin-4-yl)-1H,5H,6H,7H-pyrrolo[3,2-c]pyridin-4-one ClC=1C(=C(C=CC1)NC1=C(NC2=C1C(NCC2)=O)C2=CC=NC1=CC(=C(N=C21)OC2CCN(CC2)C(C=C)=O)OC)OC